3-[1-hydroxy-2-(2,4,6-triethylphenylamino)ethyl]-1H-1,2,4-triazole-5(4H)-thione OC(CNC1=C(C=C(C=C1CC)CC)CC)C1=NNC(N1)=S